((4-hydroxy-butyl)(methyl)amino)-3-pentyltetradecyl 3-cyclohexylpropanoate C1(CCCCC1)CCC(=O)OC(CC(CCCCCCCCCCC)CCCCC)N(C)CCCCO